NC1=NC=CC(=C1N(C(OCC)=O)C(C)C)OC1=C(C=C(C=C1)N)F Ethyl (2-amino-4-(4-amino-2-fluorophenoxy)pyridin-3-yl)(isopropyl)carbamate